1-cyclopentanecarbonylpiperazine TFA salt OC(=O)C(F)(F)F.C1(CCCC1)C(=O)N1CCNCC1